C(C1=CC=CC=C1)OCC=1N(C=C(N1)C=1C=C(C(=NC1)N)OC(F)(F)F)C12CC(C1)(C2)N2CCOCC2 5-(2-((benzyloxy)-methyl)-1-(3-morpholinobicyclo[1.1.1]-pentan-1-yl)-1H-imidazol-4-yl)-3-(trifluoro-methoxy)pyridin-2-amine